CN(C(/C=C/CC[C@@H](C(=O)NC=1C(N(C=CC1)CC1=NC2=C(N1)C=CC=C2COC(C)C)=O)NC(OC)=O)=O)C methyl (S,E)-(7-(dimethylamino)-1-((1-((4-(isopropoxymethyl)-1H-benzo[d]imidazol-2-yl)methyl)-2-oxo-1,2-dihydropyridin-3-yl)amino)-1,7-dioxohept-5-en-2-yl)carbamate